C1=C(NC=N1)C[C@H](C(=O)[O-])[NH3+] The molecule is a polar amino acid zwitterion restulting from the transfer of a proton from the carboxy group to the alpha-amino group of D-histidine. The major species at pH 7.3. It is a tautomer of a D-histidine.